[Si](C)(C)(C(C)(C)C)OCC1=NC(=CN=C1)Cl 2-(((tert-butyldimethylsilyl)oxy)methyl)-6-chloropyrazine